C(CCCCCCCCCCCC)[O-].[Na+] sodium tridecanolate